C(C1=CC=CC=C1)C1C(CCC1)OC(=O)N[C@H](C(=O)N[C@H](C(=O)OC)C[C@H]1C(NCC1)=O)CC(C)C methyl (2S)-2-((2S)-2-((((2-benzylcyclopentyl) oxy)carbonyl) amino)-4-methylpentanamido)-3-((S)-2-oxopyrrolidin-3-yl)propanoate